NC=1C(=NON1)/C(=N/OC(NCCSSCCO)=O)/NC1=CC(=C(C=C1)F)Br (Z)-4-amino-N'-(2-((2-hydroxyethyl)dithio)ethylcarbamoyloxy)-N-(3-bromo-4-fluorophenyl)-1,2,5-oxadiazole-3-amidine